C[C@H]1CC[C@@H](N(C1)S(=O)(=O)C1=CC=C(C=C1)C)C=1C=CC2=C(N=C(S2)C2CCN(CC2)C(=O)OC(C)(C)C)C1 tert-butyl 4-[5-[(2R,5S)-5-methyl-1-(p-tolylsulfonyl)-2-piperidyl]-1,3-benzothiazol-2-yl]piperidine-1-carboxylate